N-(2,4-dicyano-3-(p-tolyl)benzo[4,5]imidazo[1,2-a]pyridin-1-yl)-3-(4-(4-(2,6-dioxopiperidin-3-yl)-1,3-dioxoisoindol-4-yl)piperazin-1-yl)-3-oxopropionamide C(#N)C=1C(=C(C=2N(C1NC(CC(=O)N1CCN(CC1)C1(C3C(NC(C3=CC=C1)=O)=O)C1C(NC(CC1)=O)=O)=O)C1=C(N2)C=CC=C1)C#N)C1=CC=C(C=C1)C